FC1(CN([C@H]2[C@@H]1CN(C(C2)=O)CC(C(=O)OCC2=CC=C(C=C2)OC)(C)C)C(=O)OCC2=CC=CC=C2)F (cis)-benzyl 3,3-difluoro-5-(3-((4-methoxybenzyl) oxy)-2,2-dimethyl-3-oxopropyl)-6-oxooctahydro-1H-pyrrolo[3,2-c]pyridine-1-carboxylate